BrC=1C=C(C=CC1)[C@@H]1[C@H](CNC1)C(=O)OC |r| methyl (rac)-(3R*,4S*)-4-(3-bromophenyl)pyrrolidine-3-carboxylate